1-(4-cyanophenyl)-3-(6-fluoroimidazo[1,5-a]pyridin-5-yl)urea C(#N)C1=CC=C(C=C1)NC(=O)NC1=C(C=CC=2N1C=NC2)F